NC=1C=2C(N=CN1)=NC(C2)=O 4-amino-pyrrolo[2,3-d]pyrimidin-6-one